(S)-2,2-dimethyl-1-(5-(pyridin-2-yl)-4,5-dihydro-1H-pyrazol-1-yl)propan-1-one CC(C(=O)N1N=CC[C@H]1C1=NC=CC=C1)(C)C